N=1N(C=C2C=CC=CC12)C=1OC2=C(C=C(C=C2C(C1)=O)C)C(C)NC1=C(C(=O)O)C=CC=C1 2-[1-(2-Indazol-2-yl-6-methyl-4-oxo-chromen-8-yl)ethylamino]benzoic acid